[C@@H]12N(C[C@@H](NC1)C2)C=2C=CC=1N=CN=C(C1N2)NC2=C(C(=C(C=C2)C2(CCC2)C#N)Cl)F 1-(4-((6-((1S,4S)-2,5-diazabicyclo[2.2.1]heptan-2-yl)pyrido[3,2-d]pyrimidin-4-yl)amino)-2-chloro-3-fluorophenyl)cyclobutane-1-carbonitrile